p-epoxyethyl-benzenesulfonic acid C(C)C1=C2C(=CC=C1S(=O)(=O)O)O2